prostanol C(CCCCCC[C@H]1CCC[C@@H]1CCCCCCCC)O